Ethyl 1-(6-((tert-butoxycarbonyl)amino)pyridin-3-yl)-3,5-dimethyl-1H-pyrazole-4-carboxylate tert-Butyl-(5-(4,4,5,5-tetramethyl-1,3,2-dioxaborolan-2-yl)pyridin-2-yl)carbamate C(C)(C)(C)N(C(O)=O)C1=NC=C(C=C1)B1OC(C(O1)(C)C)(C)C.C(C)(C)(C)OC(=O)NC1=CC=C(C=N1)N1N=C(C(=C1C)C(=O)OCC)C